C1(=CC=CC=C1)N1N=CC(=C1)B(O)O 1-PHENYL-1H-PYRAZOLE-4-BORONIC ACID